4-(4-chlorophenyl)-2,3,6,9-tetramethyl-6H-thieno[3,2-f][1,2,4]triazolo[4,3-a][1,4]diazepine ClC1=CC=C(C=C1)C1=NC(C=2N(C3=C1C(=C(S3)C)C)C(=NN2)C)C